[PH2](=S)NN thiophosphinyl-hydrazine